1,1-bis(4-hydroxy-2,3,5,6-tetrachlorophenyl)cyclohexane [(1S,2S)-2-(2,6-dimethylphenyl)-1-methyl-propyl](2S)-2-[(3-hydroxy-4-methoxy-pyridine-2-carbonyl)amino]propanoate CC1=C(C(=CC=C1)C)[C@@H]([C@H](C)OC([C@H](C)NC(=O)C1=NC=CC(=C1O)OC)=O)C.OC1=C(C(=C(C(=C1Cl)Cl)C1(CCCCC1)C1=C(C(=C(C(=C1Cl)Cl)O)Cl)Cl)Cl)Cl